Benzyl (S)-tetrahydro-[1,2,3]oxathiazolo[3,4-a]pyrazine-5(3H)-carboxylate 1,1-dioxide S1(OC[C@H]2N1CCN(C2)C(=O)OCC2=CC=CC=C2)(=O)=O